5-methyl-2-phenyl-3-(piperidin-1-yl)-6-(quinoxalin-6-yl)pyrazolo[1,5-a]pyrimidin-7(4H)-one CC=1NC=2N(C(C1C=1C=C3N=CC=NC3=CC1)=O)N=C(C2N2CCCCC2)C2=CC=CC=C2